CC=1N=NC=CC1C(=O)OCCCN1N=C(C=2C(NCC3(CCOCC3)CC21)=O)CC 3-(3-ethyl-4-oxo-spiro[6,8-dihydro-5H-pyrazolo[4,3-c]azepine-7,4'-tetrahydropyran]-1-yl)propyl 3-methylpyridazine-4-carboxylate